1-[9-ethyl-6-(pyrrole-2-ylcarbonyl)-9H-carbazol-3-yl]ethanone 1-(O-acetyl oxime) C(C)(=O)ON=C(C)C=1C=CC=2N(C3=CC=C(C=C3C2C1)C(=O)C=1NC=CC1)CC